sodium 5-hexen CCCCC=C.[Na]